ClC=1C(=C(C(=CC1)F)[C@@H](NC(=O)[C@@H]1C[C@@H]2[C@@H](NC(O2)=O)C1)C12CCC(CC1)(C2)F)F (3as,5S,6ar)-N-((S)-(3-chloro-2,6-difluorophenyl)(4-fluoro-bicyclo[2.2.1]hept-1-yl)methyl)-2-oxo-hexahydro-2H-cyclopenta[d]oxazole-5-carboxamide